CC(C#C)=CC(C)C 3,5-dimethyl-3-hexen-1-yn